2-(4-(4-fluorobenzyl)piperazin-1-yl)-6-methylpyridin-3-amine FC1=CC=C(CN2CCN(CC2)C2=NC(=CC=C2N)C)C=C1